4-[5-(1H-pyrrolo[2,3-b]pyridin-5-yl)thiophen-2-yl]methyl-2,4-dihydro-3H-1,2,4-triazol-3-one hydrochloride Cl.N1C=CC=2C1=NC=C(C2)C2=CC=C(S2)CN2C(NN=C2)=O